CC=1C=C2C=CC(=NC2=CC1)C=1C=NNC1 6-methyl-2-(1H-pyrazole-4-yl)quinoline